3-BROMO-4-FLUOROPHENYLISOCYANIDE BrC=1C=C(C=CC1F)[N+]#[C-]